N-(3-chloro-5-(methylsulfonyl)phenyl)-5-methyl-4-(5-(3-(trifluoromethyl)azetidin-1-yl)pyridin-2-yl)thiophene-2-carboxamide ClC=1C=C(C=C(C1)S(=O)(=O)C)NC(=O)C=1SC(=C(C1)C1=NC=C(C=C1)N1CC(C1)C(F)(F)F)C